ClC1=C(C=C(C=C1)C#CC1(CC1)NC(OC1=CC=CC=C1)=O)C1(CC1)C phenyl (1-((4-chloro-3-(1-methylcyclopropyl)phenyl)-ethynyl)cyclopropyl)carbamate